FC1=CC(=C(C=C1[N+](=O)[O-])NC1=NC=C(C(=N1)C1=CNC2=CC(=CC=C12)OC)C(F)(F)F)OC N-(4-fluoro-2-methoxy-5-nitrophenyl)-4-(6-methoxy-1H-indol-3-yl)-5-(trifluoromethyl)pyrimidin-2-amine